O-isobutylhydroxylamine hydrochloride CC(C)CON.Cl